tert-butyl 3-(4-(5-cyanopyridin-2-yl) piperazine-1-carbonyl)-4-methylpiperazine-1-carboxylate C(#N)C=1C=CC(=NC1)N1CCN(CC1)C(=O)C1CN(CCN1C)C(=O)OC(C)(C)C